FC1(CC[C@@H]2CN(C[C@@H]21)C2=CC1=C(CC(O1)(C)C)C=C2NC(=O)C=2C=NN1C2N=CC=C1)F N-(6-((3aR,6aS)-4,4-difluorohexahydrocyclopenta[c]pyrrol-2(1H)-yl)-2,2-dimethyl-2,3-dihydrobenzo-furan-5-yl)pyrazolo[1,5-a]pyrimidine-3-carboxamide